ClC1=C(C#N)C=C(C=C1)C(=O)N1CC=2C(=NN3C2C(N(CC3)C(C)C3=CC(=CC=C3)C(F)(F)F)=O)C[C@H]1C 2-chloro-5-((3R)-3-methyl-10-oxo-9-(1-(3-(trifluoromethyl)phenyl)ethyl)-1,2,3,4,7,8,9,10-octahydropyrido[4',3':3,4]pyrazolo[1,5-a]pyrazine-2-carbonyl)benzonitrile